BrC=1C=C2CCN(C2=CC1F)C(=O)NCC1=CC(=CC=C1)OC 5-bromo-6-fluoro-N-(3-methoxybenzyl)indoline-1-carboxamide